tert-Butyl 3-((3-chlorophenyl)amino)-4-oxo-2-(pyridin-4-yl)-1,4,6,7-tetrahydro-5H-pyrrolo[3,2-c]pyridine-5-carboxylate ClC=1C=C(C=CC1)NC1=C(NC2=C1C(N(CC2)C(=O)OC(C)(C)C)=O)C2=CC=NC=C2